C1(=CC(=CC=C1)C1=NN=CS1)C 5-(m-tolyl)-1,3,4-thiadiazol